(S)-N-ethyl-2-(2-((1-(4-methoxybenzyl)-6-oxo-5-(trifluoromethyl)-1,6-dihydropyridazin-4-yl)amino)propoxy)-N-(1-(5-(trifluoromethyl)pyrimidin-2-yl)piperidin-4-yl)acetamide C(C)N(C(COC[C@H](C)NC=1C=NN(C(C1C(F)(F)F)=O)CC1=CC=C(C=C1)OC)=O)C1CCN(CC1)C1=NC=C(C=N1)C(F)(F)F